(4-(6-([1,1'-biphenyl]-4-yl)-2-phenylpyrimidin-4-yl)phenyl)boronic acid C1(=CC=C(C=C1)C1=CC(=NC(=N1)C1=CC=CC=C1)C1=CC=C(C=C1)B(O)O)C1=CC=CC=C1